C(#N)C1CN(C1)S(=O)(=O)N1C[C@H](NCC1)C(=O)N1[C@H](CCC1)C(=O)NCC1=CC(=CC(=C1)Cl)Cl 1-(((2S)-4-((3-cyano-1-azetidinyl)sulfonyl)-2-piperazinyl)carbonyl)-N-(3,5-dichlorobenzyl)-D-prolinamide